methyl 3-(5-chloro-3-hydroxy-2-pyridyl)propanoate ClC=1C=C(C(=NC1)CCC(=O)OC)O